ClC1=NC=C(C=C1C(=O)O)C(F)(F)F 2-chloro-5-(Trifluoromethyl)pyridine-3-carboxylic acid